Tert-butyl ((1R,3S)-3-((5-chloro-4-iodopyridin-2-yl)carbamoyl)cyclopentyl)carbamate ClC=1C(=CC(=NC1)NC(=O)[C@@H]1C[C@@H](CC1)NC(OC(C)(C)C)=O)I